CNC(=O)C1=NC=C(C=N1)NC(O[C@@H](COC1=CC2=C(N=C(S2)C2=C3N=CC(=NC3=CC(=C2)C)OC)C=C1F)C)=O (R)-1-((5-fluoro-2-(2-methoxy-7-methylquinoxalin-5-yl)benzo[d]thiazol-6-yl)oxy)propan-2-yl (2-(methylcarbamoyl)pyrimidin-5-yl)carbamate